2-((7-(1-Benzylpiperidin-3-yl)pyrazolo[1,5-a]pyrimidin-2-yl)(methyl)amino)ethanol C(C1=CC=CC=C1)N1CC(CCC1)C1=CC=NC=2N1N=C(C2)N(CCO)C